FC=1C=NC(=NC1)N1CCCCC1 (S)-1-(5-fluoropyrimidin-2-yl)piperidine